3-methylcrotonat CC(=CC(=O)[O-])C